cobalt pyridoxal-thiosemicarbazone N1=C(C)C(O)=C(C=NNC(=S)N)C(CO)=C1.[Co]